C1OCC12CN(C2)CCN2C(N(C1=C2C=CC=C1)CC1=NC=C(C=C1)C=1OC(=NN1)C(F)F)=O 1-(2-(2-oxa-6-azaspiro[3.3]heptane-6-yl)ethyl)-3-((5-(5-(difluoromethyl)-1,3,4-oxadiazole-2-yl)pyridine-2-yl)methyl)-1,3-dihydro-2H-benzo[d]imidazole-2-one